(S)-N-(methyl-d3)-6-(trifluoromethyl)-2,3-dihydrobenzofuran-3-amine C(N[C@@H]1COC2=C1C=CC(=C2)C(F)(F)F)([2H])([2H])[2H]